C=1N=CN2C1CNCC2 5H,6H,7H,8H-imidazo[1,5-a]pyrazin